CN(C(\C=C\CN([C@@H]1CN(CCC1)C1=NC=C(C=C1)\C(=C(\CC(F)(F)F)/C1=CC=CC=C1)\C=1C=C2C(=NNC2=CC1)F)C)=O)C (E)-N,N-Dimethyl-4-(methyl((S)-1-(5-((Z)-4,4,4-trifluoro-1-(3-fluoro-1H-indazol-5-yl)-2-phenylbut-1-en-1-yl)pyridin-2-yl)piperidin-3-yl)amino)but-2-enamide